FC=1C=C(C=CC1)C1=C2N(C(=NC1=O)NC1CC(C1)O)C=CC(=C2)C(F)(F)F 4-(3-fluorophenyl)-1-(((1R,3R)-3-hydroxycyclobutyl)amino)-6-(trifluoromethyl)-3H-Pyrido[1,2-c]pyrimidin-3-one